1-(2-Chloro-5-{2,7-diazaspiro[3.5]nonane-7-carbonyl}phenyl)-1,3-diazinane-2,4-dione ClC1=C(C=C(C=C1)C(=O)N1CCC2(CNC2)CC1)N1C(NC(CC1)=O)=O